5-fluoro-5-fluoro-2,6-dimethoxy-pyridin-3-amine FC1(CC(=C(N=C1OC)OC)N)F